OC1=C(C=C(C#N)C#N)C=C(C=C1)O 2-(2,5-dihydroxybenzylidene)malononitrile